CC1=C(C=CC(=C1)C)C=1N=C(SC1)N(C)CC1=CC(=C(C(=C1)O)N1CC(NS1(=O)=O)=O)F 5-(4-(((4-(2,4-dimethylphenyl)thiazol-2-yl)(methyl)amino)methyl)-2-fluoro-6-hydroxyphenyl)-1,2,5-thiadiazolidin-3-one 1,1-dioxide